CN1N=C(C=C1C(=O)OC)OS(=O)(=O)C(F)(F)F Methyl 1-methyl-3-(((trifluoromethyl)sulfonyl)oxy)-1H-pyrazole-5-carboxylate